COC(=O)C=1N=C(SC1)N(C=1N=NC(=C(C1)C)\N=C\1/SC2=C(N1COCC[Si](C)(C)C)C=CC=C2)CCCCO 2-[4-hydroxybutyl-[5-methyl-6-[(Z)-[3-(2-trimethylsilyl-ethoxymethyl)-1,3-benzothiazol-2-ylidene]amino]pyridazin-3-yl]amino]thiazole-4-carboxylic acid methyl ester